C(C1=C(C=CC(=C1C)C)O)C1=C(C=CC(=C1C)C)O 2,2'-methylenebis(3,4-dimethylphenol)